5-hydrazineyl-2-methylpyridine hydrochloride Cl.N(N)C=1C=CC(=NC1)C